4-(N-methyl-N-(3-(N-acetyl-L-leucylamino)-4-methoxyphenyl)-amino)coumarin CN(C1=CC(=C(C=C1)OC)NC([C@@H](NC(C)=O)CC(C)C)=O)C1=CC(OC2=CC=CC=C12)=O